FC(OC1=C(C=C(C=C1)CCF)C1=NN(C=C1NC(=O)C=1C=NN2C1N=CC=C2)CC(=O)N(C)C)F N-(3-(2-(difluoromethoxy)-5-(2-fluoroethyl)phenyl)-1-(2-(dimethylamino)-2-oxoethyl)-1H-pyrazol-4-yl)pyrazolo[1,5-a]pyrimidine-3-carboxamide